3-benzyl-2,4-dioxo-N-phenyl-1,2,3,4-tetrahydropyrimidine-5-carboxamide C(C1=CC=CC=C1)N1C(NC=C(C1=O)C(=O)NC1=CC=CC=C1)=O